CC(C(=O)N1CCOC2=C(C1)C=NC=C2C#N)(C)C2CC(C2)N2N=CC=N2 4-[2-methyl-2-[3-(triazol-2-yl)cyclobutyl]propionyl]-3,5-dihydro-2H-pyrido[3,4-f][1,4]oxazepine-9-Carbonitrile